ClC1=CC=C(S1)C1(CCNCC1)C#N 4-(5-chloro-2-thienyl)piperidine-4-carbonitrile